((3aR,5R,6S,6aR)-6-hydroxy-2,2-dimethyltetrahydrofuro[2,3-d][1,3]dioxol-5-yl)benzoic acid methyl ester COC(C1=C(C=CC=C1)[C@@H]1[C@@H]([C@@H]2[C@@H](OC(O2)(C)C)O1)O)=O